trimethyl-disilane C[Si]([SiH3])(C)C